(S)-4-((2-cyclopropoxyethyl)(4-(5,6,7,8-tetrahydro-1,8-naphthyridin-2-yl)butyl)amino)-2-(4-phenyltetrahydro-2H-pyran-4-carboxamido)butanoic acid C1(CC1)OCCN(CC[C@@H](C(=O)O)NC(=O)C1(CCOCC1)C1=CC=CC=C1)CCCCC1=NC=2NCCCC2C=C1